C(C)C1=CC(=NC(=N1)C(C)(C)F)NC1=CC(=NC=C1C1=NC=NC=C1)NC(C)=O N-(4-((6-ethyl-2-(2-fluoropropan-2-yl)pyrimidin-4-yl)amino)-5-(pyrimidin-4-yl)pyridin-2-yl)acetamide